NCCC1=CN=C2N1C=C(C=C2)C2=C(OCCC=1C(=NN(C1C)C)C(=O)NC)C=C(C=C2)F 4-(2-{2-[3-(2-aminoethyl)imidazo[1,2-a]pyridin-6-yl]-5-fluorophenoxy}ethyl)-N,1,5-trimethyl-1H-pyrazole-3-carboxamide